C(C)(C)(C)C=1C=C2C=C(CC2=C(C1OC)C1=CC(=CC(=C1)C)C)CC 5-tert-Butyl-2-ethyl-6-methoxy-7-(3,5-dimethylphenyl)-1H-indene